Cl.NCC1CCN(CC1)C(=O)C1=C(C=C(C=C1)NC=1C=2N(C=CN1)C(=CN2)C2=C(C(=C(C=C2)OC)F)Cl)C [4-(aminomethyl)-1-piperidyl]-[4-[[3-(2-chloro-3-fluoro-4-methoxy-phenyl)imidazo[1,2-a]pyrazin-8-yl]amino]-2-methyl-phenyl]methanone hydrochloride